OC1=CC=C(C=C1)N1C(N(C(C1(C)C)=O)C1=CC(=C(C#N)C=C1)C)=S 4-(3-(4-hydroxyphenyl)-4,4-dimethyl-5-oxo-2-thioxoimidazolidin-1-yl)-2-methylbenzonitrile